4-(4-cyclohexylphenoxy)benzaldehyde C1(CCCCC1)C1=CC=C(OC2=CC=C(C=O)C=C2)C=C1